CC(C)(C1=CC=C(C=C1)C1=CC=CC=C1)OC(=O)N1CCNCCC1 [1-methyl-1-(4-phenylphenyl)ethyl]1,4-diazepane-1-carboxylate